benzyl (2-(methoxy(methyl)carbamoyl)pent-4-en-1-yl)carbamate CON(C(=O)C(CNC(OCC1=CC=CC=C1)=O)CC=C)C